C(C)(C)(C)OC(=O)N1CCC(CC1)NC1=CN=CC2=C(C=CC=C12)Cl 4-((8-chloroisoquinolin-4-yl)amino)piperidine-1-carboxylic acid tert-butyl ester